CP(=O)(O)CCC(C(=O)O)=C=O 4-(methylhydroxyphosphoryl)-2-carbonylbutyric acid